1,4-diazepan-5-one hydrochloride Cl.N1CCNC(CC1)=O